COC1=C(CNC(=O)NC2CC3(C2)CCC3)C=CC=C1C(F)(F)F 1-(2-Methoxy-3-trifluoromethyl-benzyl)-3-spiro[3.3]hept-2-yl-urea